cyclohexylamino-3-amino-propane C1(CCCCC1)NCCCN